CC=1C=C(C=CC1OC1COC1)C(C)=O 1-(3-methyl-4-(oxetan-3-yloxy)phenyl)ethan-1-one